4-[(1E)-2-[5,6,7,8-tetrahydro-5,5,8,8-tetramethyl-3-(1H-pyrazol-1-ylmethyl)-2-naphthyl]-vinyl]benzoic acid CC1(C=2C=C(C(=CC2C(CC1)(C)C)/C=C/C1=CC=C(C(=O)O)C=C1)CN1N=CC=C1)C